2-(carbamoylazo)-isobutyronitrile C(N)(=O)N=NC(C#N)(C)C